(6aR)-4-chloro-1-((S)-4-ethyl-2-methylpiperazin-1-yl)-3-(2-fluoro-6-hydroxyphenyl)-7,8,9,10-tetrahydro-6H-pyrazino[2,1-c]pyrido[3,4-f][1,4]oxazepin ClC1=C(N=C(C=2CN3[C@@H](COC21)CNCC3)N3[C@H](CN(CC3)CC)C)C3=C(C=CC=C3O)F